((S)-2-((4-((R)-3-(4-Benzylpiperazin-1-yl)-3-oxo-2-propanamidopropyl)benzyl)amino)-1-(2,3-dihydro-1H-inden-2-yl)-2-oxoethyl)carbamic acid tert-butyl ester C(C)(C)(C)OC(N[C@H](C(=O)NCC1=CC=C(C=C1)C[C@H](C(=O)N1CCN(CC1)CC1=CC=CC=C1)NC(CC)=O)C1CC2=CC=CC=C2C1)=O